BrC=1C(=C2C(=NC1)N(C=C2)C(C)=O)I 1-(5-bromo-4-iodo-pyrrolo[2,3-b]pyridin-1-yl)-ethanone